4-(4-chloropyridin-2-yl)aniline tert-butyl-(2S,3S)-2-[(3-chlorophenyl)-methyl-carbamoyl]-3-hydroxy-pyrrolidine-1-carboxylate C(C)(C)(C)OC(=O)N1[C@@H]([C@H](CC1)O)C(N(C)C1=CC(=CC=C1)Cl)=O.ClC1=CC(=NC=C1)C1=CC=C(N)C=C1